C(C)(C)C1=C(C=CC=C1)C1(CN(C1)S(N)(=O)=O)C(=O)NC=1C=NC(=CC1OC)C(F)(F)F 3-(2-isopropylphenyl)-N-(4-methoxy-6-(trifluoromethyl)pyridin-3-yl)-1-sulfamoyl-azetidine-3-carboxamide